4-[5-[5-bromo-3-[3-[tert-butyl(diphenyl)silyl]oxy-2,2-dimethyl-propyl]-6-fluoro-1H-indol-2-yl]-6-[(1S)-1-methoxyethyl]-3-pyridyl]piperazine-1-carboxylate BrC=1C=C2C(=C(NC2=CC1F)C=1C=C(C=NC1[C@H](C)OC)N1CCN(CC1)C(=O)[O-])CC(CO[Si](C1=CC=CC=C1)(C1=CC=CC=C1)C(C)(C)C)(C)C